6-(4-(4-Isobutylpiperazin-1-yl)phenyl)-1,4-dimethyl-2-(4-(methylsulfonyl)phenyl)-1H-benzo[d]imidazol C(C(C)C)N1CCN(CC1)C1=CC=C(C=C1)C=1C=C(C2=C(N(C(=N2)C2=CC=C(C=C2)S(=O)(=O)C)C)C1)C